CN1N=CC(=C1)COC1=C(C=2CCCC2C(=C1)OCC=1C(=C(C=CC1)C1=CC=CC=C1)C)C=O 5-[(1-methyl-1H-pyrazol-4-yl)methoxy]-7-({2-methyl-[1,1'-biphenyl]-3-yl}methoxy)-2,3-dihydro-1H-indene-4-carbaldehyde